OC1=NN2C(C=CC=C2)=C1C(=O)NC1=C(C(=C(C(=C1F)F)C1=CC(=CC=C1)O)F)F 2-Hydroxy-N-(2,3,5,6-tetrafluoro-3'-hydroxy-[1,1'-biphenyl]-4-yl)pyrazolo[1,5-a]pyridine-3-carboxamide